7,7-dimethyl-2,3-dioxabicyclo[2.2.1]heptane CC1(C2OOC1CC2)C